ClC=1C(=NC(=NC1)NC1CCOCC1)C1=CC=C2CN(C(C2=C1)=O)[C@@H](C(=O)N[C@H](CC)C1=C(C=CC(=C1)OC)F)CO (2R)-2-(6-{5-chloro-2-[(oxacyclohex-4-yl)amino]pyrimidin-4-yl}-1-oxo-2,3-dihydro-1H-isoindol-2-yl)-N-[(1R)-1-(2-fluoro-5-methoxyphenyl)propyl]-3-hydroxypropionamide